CN(C1=CC(=C(C=C1)C)C)C1=CC=C(OC=2N=CC3=C(N2)C=NC=C3)C=C1 2-[4-(N,3,4-trimethylanilino)phenoxy]pyrido[3,4-d]pyrimidin